CO[Si](CCCOCC1CSC(O1)=O)(OC)OC 5-(3-trimethoxysilylpropoxymethyl)-1,3-oxathiolan-2-one